(R)-4-(1-(4-(1-cyclopropyl-4-(trifluoromethyl)-1H-imidazol-2-yl)phenyl)ethyl)-2-(4-cyclopropyl-6-methoxypyrimidin-5-yl)-6,7-dihydro-[1,2,4]triazolo[1,5-a]pyrimidin-5(4H)-one C1(CC1)N1C(=NC(=C1)C(F)(F)F)C1=CC=C(C=C1)[C@@H](C)N1C=2N(CCC1=O)N=C(N2)C=2C(=NC=NC2OC)C2CC2